OC1CC(N2[C@@H](C[C@H](C2C1)OC)C(=O)OC)=O Methyl (1R,3S)-7-hydroxy-1-methoxy-5-oxooctahydroindolizine-3-carboxylate